NC([C@H](C[C@H]1C(NCC1)=O)NC(=O)[C@@H]1[C@H]2C([C@H]2CN1C([C@@H](NC(C(F)(F)F)=O)C1CC1)=O)(C)C)=O (1R,2S,5S)-N-((S)-1-amino-1-oxo-3-((S)-2-oxopyrrolidin-3-yl)propan-2-yl)-3-((S)-2-cyclopropyl-2-(2,2,2-trifluoroacetamido)acetyl)-6,6-dimethyl-3-azabicyclo[3.1.0]hexane-2-carboxamide